C(CCCCCCCCCCCCCCCCCCCCC)(=O)OC1CC(N(C(C1)(C)C)C)(C)C 1,2,2,6,6-pentamethylpiperidine-4-yl docosanoate